tert-butyl 3-[2-fluoro-5-[[1-methyl-6-oxo-4-(trifluoromethyl)pyridine-3-carbonyl]amino]-4-[rac-(3R,5S)-3,4,5-trimethylpiperazin-1-yl]phenyl]-8-azabicyclo[3.2.1]oct-2-ene-8-carboxylate FC1=C(C=C(C(=C1)N1C[C@H](N([C@H](C1)C)C)C)NC(=O)C1=CN(C(C=C1C(F)(F)F)=O)C)C1=CC2CCC(C1)N2C(=O)OC(C)(C)C |r|